C(C)(C)(C)OC(=O)NCC1=C(C=2C=NC=CC2N1C(=O)OC(C)(C)C)F tert-butyl 2-(((tert-butoxycarbonyl) amino) methyl)-3-fluoro-1H-pyrrolo[3,2-c]pyridine-1-carboxylate